FCC1(CC1)N1C(C(N(C=C1)CC=1N=NC(=CC1)C1=NC=CC=C1)=O)=O 1-(1-(fluoromethyl)cyclopropyl)-4-((6-(pyridin-2-yl)pyridazin-3-yl)methyl)-1,4-dihydropyrazine-2,3-dione